(1-(t-butoxycarbonyl)-1,2,3,6-tetrahydropyridin-4-yl)boronic acid C(C)(C)(C)OC(=O)N1CCC(=CC1)B(O)O